N1(CCOCC1)CCCOC(NC12CC3(CC(CC(C1)C3)C2)NC(=O)C2=NC(=CC=C2)C)=O {3-[(6-Methyl-pyridine-2-carbonyl)-amino]-adamantan-1-yl}-carbamic acid 3-morpholin-4-yl-propyl ester